dimethyl 4,5-difluorobenzene-1,2-dicarboxylate FC=1C=C(C(=CC1F)C(=O)OC)C(=O)OC